N1-(7-(8-chloronaphthalen-1-yl)-2-((tetrahydro-1H-pyrrolizin-7a(5H)-yl)methoxy)-5,6,7,8-tetrahydropyrido[3,4-d]pyrimidin-4-yl)-N1-methylethane-1,2-diamine ClC=1C=CC=C2C=CC=C(C12)N1CC=2N=C(N=C(C2CC1)N(CCN)C)OCC12CCCN2CCC1